methyl-4-[(1-methylcyclopropyl)amino]-N-[(6-oxo-1,6-dihydropyrimidin-4-yl)methyl]furo[2,3-d]pyrimidine-5-carboxamide CC=1N=C(C2=C(N1)OC=C2C(=O)NCC=2N=CNC(C2)=O)NC2(CC2)C